C1(=CC=CC=C1)[C@@H](C)C1(CCCC=2C3=CC(=CC=C3NC12)C1=CSC=C1)N ((R)-1-phenylethyl)-6-(thiophen-3-yl)-2,3,4,9-tetrahydro-1H-carbazol-1-amine